tert-butyl (3S,4S)-4-fluoro-3-[[5-fluoro-4-[6-(1-hydroxy-1-methyl-ethyl)imidazo[1,2-a]pyridin-3-yl]pyrimidin-2-yl]amino]piperidine-1-carboxylate F[C@@H]1[C@H](CN(CC1)C(=O)OC(C)(C)C)NC1=NC=C(C(=N1)C1=CN=C2N1C=C(C=C2)C(C)(C)O)F